C(C)(C)(C)C1=NC2=CC=CC=C2C12C(N(C1=CC=CC=C21)C(=O)OC(C)(C)C)=O tert-Butyl 2-(tert-butyl)-2'-oxospiro[indole-3,3'-indoline]-1'-carboxylate